C(#N)N[S@](=O)(=NC(NC1=C(C=C(C=C1C(C)C)F)C(C)C)=O)C=1OC(=C(C1)C(C)(C)O)C (R)-N-cyano-N'-((4-fluoro-2,6-diisopropyl-phenyl)carbamoyl)-4-(2-hydroxypropan-2-yl)-5-methylfuran-2-sulfonimidamide